((2S,4R)-1-(2-(3-acetyl-5-(2-methylpyrimidin-5-yl)-1H-indazol-1-yl)acetyl)-4-fluoropyrrolidine-2-carboxamido)-6-bromopyridine 1-oxide C(C)(=O)C1=NN(C2=CC=C(C=C12)C=1C=NC(=NC1)C)CC(=O)N1[C@@H](C[C@H](C1)F)C(=O)NC1=[N+](C(=CC=C1)Br)[O-]